N1C(=NC=C1)C=1C=C(C=CC1)N1C(N(C2=C1C=CC=C2)CC2CCC(CC2)NC(C2=C(N=CC(=C2)Cl)C)=O)=O N-((1r,4r)-4-((3-(3-(1H-imidazol-2-yl)phenyl)-2-oxo-2,3-dihydro-1H-benzo[d]imidazol-1-yl)methyl)cyclohexyl)-5-chloro-2-methylnicotinamide